C(C)OC(=O)C=1OC=CC1COC1=C(C(=CC=C1)Cl)C ((3-chloro-2-methylphenoxy)methyl)furan-2-carboxylic acid ethyl ester